2-[[1-(2-hydroxyethyl)-4-methyl-pyrazol-3-yl]amino]-N-(5-methyl-1H-indazol-4-yl)thiazole-5-carboxamide OCCN1N=C(C(=C1)C)NC=1SC(=CN1)C(=O)NC1=C2C=NNC2=CC=C1C